C(C)(C)(C)OC(C(C)(C)NCC1=CC=C(C=C1)COC1=C2CN(C(C2=CC=C1)=O)C1C(NC(CC1)=O)=O)=O 2-{4-[2-(2,6-Dioxo-piperidin-3-yl)-1-oxo-2,3-dihydro-1H-isoindol-4-yl-oxymethyl]-benzylamino}-2-methyl-propionic acid tert-butyl ester